4-hydroxy-3,5-dimethyl-N-phenylbenzamide OC1=C(C=C(C(=O)NC2=CC=CC=C2)C=C1C)C